The molecule is a tetracyclic antibacterial agent derived from neomycin, being a glycoside ester of neamine and neobiosamine C. It is a conjugate base of a neomycin C(6+). C1[C@H]([C@@H]([C@H]([C@@H]([C@H]1N)O[C@@H]2[C@@H]([C@H]([C@@H]([C@H](O2)CN)O)O)N)O[C@H]3[C@@H]([C@@H]([C@H](O3)CO)O[C@@H]4[C@@H]([C@H]([C@@H]([C@H](O4)CN)O)O)N)O)O)N